(S)-N-(5-(3-(3-hydroxy-3-methylbut-1-yn-1-yl)imidazo[1,2-a]pyridin-6-yl)-2-methylphenyl)-3-phenylisoxazolidine-2-carboxamide OC(C#CC1=CN=C2N1C=C(C=C2)C=2C=CC(=C(C2)NC(=O)N2OCC[C@H]2C2=CC=CC=C2)C)(C)C